Cl.N1C=NC2=NC=CC=C21 imidazo[4,5-b]pyridine hydrochloride